C1(=CC(=CC=C1)N1C(=N[N-]C1=S)C1=NC2=CC=CC=C2C=C1)C1=CC=CC=C1.[Na+] Sodium 4-([1,1'-biphenyl]-3-yl)-3-(quinolin-2-yl)-5-thioxo-4,5-dihydro-1,2,4-triazol-1-ide